1,4,7,10-tetraoxacyclododecan-8-ene O1CCOCCOC=COCC1